N1=CC=CC2=C(C=C3C=CC=NC3=C12)NC(C)=O N-(1,10-Phenanthrolin-5-yl)ethanamide